COC=1C=CC(=NC1)C1=NN=C(O1)C(=O)N1[C@@H](C2=C(CC1)NC=N2)C=2OC1=C(N2)C=C(C=C1)C (S)-(5-(5-methoxypyridin-2-yl)-1,3,4-oxadiazol-2-yl)(4-(5-methylbenzo[d]oxazol-2-yl)-6,7-dihydro-1H-imidazo[4,5-c]pyridin-5(4H)-yl)methanone